COC(C1=C(C=CC(=C1)C(NC(C)C)=O)OCC)=O 2-ethoxy-5-(isopropylcarbamoyl)benzoic acid methyl ester